1,4-dichloro-6-nitrophthalazine ClC1=NN=C(C2=CC(=CC=C12)[N+](=O)[O-])Cl